COC=1C(=NC(=NC1NC=1C=NC=CC1)N1CCOCC1)C=1C=C(C(=O)N(C)C)C=CC1 3-(5-methoxy-2-morpholino-6-(pyridin-3-ylamino)pyrimidin-4-yl)-N,N-dimethylbenzamide